(4-((6,7-dimethoxyquinolin-4-yl)oxy)-3-fluorophenyl)-3-(4-fluorophenyl)-N2-methyl-d3-1-methyl-4-oxo-1,4-dihydropyridine-2,5-dicarboxamide COC=1C=C2C(=CC=NC2=CC1OC)OC1=C(C=C(C=C1)C1=C(C(C(=C(N1C)C(=O)NC([2H])([2H])[2H])C1=CC=C(C=C1)F)=O)C(=O)N)F